C1(CC1)N1N=CC(=C1)C1=NN2C(O[C@@H](CC2)C)=C1C(=O)N[C@@H]1C(NC2=C(C(=N1)C1=CC=CC=C1)C=CC=C2)=O (5R)-2-(1-cyclopropylpyrazol-4-yl)-5-methyl-N-[(3S)-2-oxo-5-phenyl-1,3-dihydro-1,4-benzodiazepine-3-yl]-6,7-dihydro-5H-pyrazolo[5,1-b][1,3]Oxazine-3-carboxamide